Bis(Trimethylammonium) succinate C(CCC(=O)[O-])(=O)[O-].C[NH+](C)C.C[NH+](C)C